CC1(SC1)C1=CC=CC=C1 2-methyl-2-PHENYLTHIIRANE